N-(2-ethylbutyryl)-O-(trans-3-(2-(5,6,7,8-tetrahydro-1,8-naphthyridin-2-yl)ethyl)cyclobutyl)homoserine C(C)C(C(=O)N[C@@H](CCO[C@@H]1C[C@H](C1)CCC1=NC=2NCCCC2C=C1)C(=O)O)CC